3-ethyl-8-hydroxy-7-(methylsulfanyl)-5-phenyl-3-propyl-2,3,4,5-tetrahydro-1,5-benzothiazepine 1,1-dioxide C(C)C1(CS(C2=C(N(C1)C1=CC=CC=C1)C=C(C(=C2)O)SC)(=O)=O)CCC